tert-Butyl N-[(1R,3R)-3-[[5-amino-1-(benzenesulfonyl)pyrrolo[2,3-b]pyridin-4-yl]amino]cyclopentyl]carbamate NC=1C(=C2C(=NC1)N(C=C2)S(=O)(=O)C2=CC=CC=C2)N[C@H]2C[C@@H](CC2)NC(OC(C)(C)C)=O